3-(tert-butyl) 9-methyl (R)-10-(3-ethylureido)-1,2,4,4a,5,6-hexahydro-3H,12H-benzo[b]pyrazino[1,2-e][1,5]oxazocine-3,9-dicarboxylate C(C)NC(NC1=CC2=C(OCC[C@H]3N(C2)CCN(C3)C(=O)OC(C)(C)C)C=C1C(=O)OC)=O